O=C1CCC(N1)CNC(O[C@H](C=1C(=NC(=CC1)C1=C(C(=CC=C1)Br)Cl)OC)C(C)(C)C)=O (S)-tert-Butyl((6-(3-bromo-2-chlorophenyl)-2-methoxypyridin-3-yl)methyl) ((5-oxopyrrolidin-2-yl)methyl)carbamate